C(C)(C)(C)NC(O[C@H]1C[C@H](CC1)C1=NN(C(=C1)NC=1C(=NC=CC1)C)C(C)(C)C)=O (1R,3S)-3-(1-(tert-butyl)-5-((2-methylpyridin-3-yl)amino)-1H-pyrazol-3-yl)cyclopentyl tert-butylcarbamate